(4R,4'R)-6-chloro-4'-[(ethylamino)methyl]-1'-(4-isoquinolyl)-2-[(6-methylpyrimidin-4-yl)methyl]spiro[3H-isoquinoline-4,3'-pyrrolidine]-1,2'-dione ClC=1C=C2C(=CC1)C(N(C[C@]21C(N(C[C@H]1CNCC)C1=CN=CC2=CC=CC=C12)=O)CC1=NC=NC(=C1)C)=O